glycerol triglycerate C(C(O)CO)(=O)OCC(OC(C(O)CO)=O)COC(C(O)CO)=O